C(C1CO1)OC1=CC=C(C=C1)C(C)(C)C1=CC=C(C=C1)OCC1CO1 2,2-bis(4-glycidoxyphenyl)-propane